3-[(3-fluorophenyl)sulfanyl]-N-hydroxypyridine-4-carboximidamide FC=1C=C(C=CC1)SC=1C=NC=CC1C(NO)=N